The molecule is a glycosylglucose formed by an alpha-(1->6)-linkage between D-galactose and D-glucose. It has a role as a plant metabolite, a Saccharomyces cerevisiae metabolite, an Escherichia coli metabolite, a mouse metabolite and an elastin-laminin receptor agonist. C([C@@H]1[C@@H]([C@@H]([C@H]([C@H](O1)OC[C@@H]2[C@H]([C@@H]([C@H](C(O2)O)O)O)O)O)O)O)O